Cl.NCC1=NC=C(C=N1)C1=CC=C(C(=N1)OC)NC(=O)C1=C(N=NN1C)C1=NC=CC=C1 N-(6-(2-(aminomethyl)pyrimidin-5-yl)-2-methoxypyridin-3-yl)-1-methyl-4-(pyridin-2-yl)-1H-1,2,3-triazole-5-carboxamide hydrochloride